The molecule is a member of the class of cleistanthins that is cleistanthin A in which the 3,4-di-O-methyl-D-xylopyranosyl group is replaced by a 2,3,4-tri-O-methyl-D-xylofuranosyl group. It is a member of cleistanthins and a monosaccharide derivative. COC[C@@H]1[C@@H]([C@H]([C@@H](O1)OC2=C3COC(=O)C3=C(C4=CC(=C(C=C42)OC)OC)C5=CC6=C(C=C5)OCO6)OC)OC